ClC=1C=C(C=CC1)CCN1C[C@@H]([C@H](CC1)O)COC1=CC=C(C=C1)S(=O)(=O)C |o1:11,12| (3R,4S) or (3S,4R)-1-(3-chlorophenyl-ethyl)-3-((4-(methylsulfonyl)phenoxy)methyl)piperidin-4-ol